Tert-Butyl 2-((S)-1-(5-chloro-2-ethoxy-4-fluoro-3-((R)-5-oxopyrrolidin-3-yl)phenyl)ethyl)hydrazinecarboxylate ClC=1C(=C(C(=C(C1)[C@H](C)NNC(=O)OC(C)(C)C)OCC)[C@@H]1CNC(C1)=O)F